ClC=1C=C(NC2=NC=NC3=CC=C(C=C23)N2CCN(CC2)C(C=C)=O)C=CC1OC1=NN(C=C1)C 1-[4-[4-[3-chloro-4-(1-methylpyrazol-3-yl)oxy-anilino]quinazolin-6-yl]piperazin-1-yl]prop-2-en-1-one